N-(7-((5-bromo-2-((2-chloro-5-methyl-4-(4-(4-methylpiperazin-1-yl)piperidin-1-yl)phenyl)amino)pyrimidin-4-yl)amino)-2,3-dihydrobenzo[b][1,4]dioxin-6-yl)-N-methylmethanesulfonamide BrC=1C(=NC(=NC1)NC1=C(C=C(C(=C1)C)N1CCC(CC1)N1CCN(CC1)C)Cl)NC=1C(=CC2=C(OCCO2)C1)N(S(=O)(=O)C)C